(5Z)-2-(Cyclohexylamino)-3-methyl-5-(quinoxalin-6-ylmethylene)imidazol-4-one C1(CCCCC1)NC1=N\C(\C(N1C)=O)=C/C=1C=C2N=CC=NC2=CC1